4-(((4-(5-chloro-2-((1-(4-(2,6-dioxopiperidin-3-yl)benzyl)piperidin-4-yl)amino)pyridin-4-yl)thiazol-2-yl)amino)methyl)tetrahydro-2H-pyran-4-carbonitrile ClC=1C(=CC(=NC1)NC1CCN(CC1)CC1=CC=C(C=C1)C1C(NC(CC1)=O)=O)C=1N=C(SC1)NCC1(CCOCC1)C#N